1-bromo-4-(diethoxyphosphorylmethyl)-3-fluoro-2-methyl-benzene BrC1=C(C(=C(C=C1)CP(=O)(OCC)OCC)F)C